IC1=CC(=C(C(=O)C=2C(=NC(=NC2C)N2CCC(CC2)C(F)(F)F)C(=O)NN)C=C1)N1CCC2(CC2)CC1 (4-iodo-2-(6-azaspiro[2.5]octane-6-yl)benzoyl)-6-methyl-2-(4-(trifluoromethyl)piperidine-1-yl)pyrimidine-4-carboxylic acid hydrazide